C(=CC=CCC=CCC=CCC=CCC=CC=C)O octadecatrien-6,9,12,15-tetraen-1-ol